10H-phenothiazine-3-formaldehyde C1=CC(=CC=2SC3=CC=CC=C3NC12)C=O